N-((4-(9-Aminononylamino)phenyl)carbamoyl)-4-(tert-butyl)benzamide NCCCCCCCCCNC1=CC=C(C=C1)NC(=O)NC(C1=CC=C(C=C1)C(C)(C)C)=O